Cl.NCC#CC1=CC=C(C=C1)NC(CCCCCNC(C[C@H]1C=2N(C3=C(C(=N1)C1=CC=C(C=C1)Cl)C(=C(S3)C)C)C(=NN2)C)=O)=O (S)-N-(4-(3-aminoprop-1-yn-1-yl)phenyl)-6-(2-(4-(4-chlorophenyl)-2,3,9-trimethyl-6H-thieno[3,2-f][1,2,4]triazolo[4,3-a][1,4]diazepin-6-yl)acetamido)hexanamide hydrochloride